ethyl 2-(3-benzyl-3-azabicyclo[3.1.1]heptane-6-ylidene)acetate C(C1=CC=CC=C1)N1CC2C(C(C1)C2)=CC(=O)OCC